4-[3-(isopropylamino)-2-pyridinyl]piperazine C(C)(C)NC=1C(=NC=CC1)N1CCNCC1